OC(=O)C(F)(F)F.C(C)(=O)NC1=CC=C(C=C1)C=1N=C(SC1)N(C(=O)[C@H]1NCCC1)C (S)-N-(4-(4-acetamidophenyl)thiazol-2-yl)-N-methylpyrrolidine-2-carboxamide TFA salt